FC=1C=2N(C=C(C1)NC(=O)N1CCC=3C1=NC=CC3C3CCN(CC3)C(=O)OC(C)(C)C)C=C(N2)C tert-butyl 4-(1-((8-fluoro-2-methylimidazo[1,2-a]pyridin-6-yl)carbamoyl)-2,3-dihydro-1H-pyrrolo[2,3-b]pyridin-4-yl)piperidine-1-carboxylate